N-hexylpyridinium chloride salt [Cl-].C(CCCCC)[N+]1=CC=CC=C1